N-[(2-pyridinyl)Phenyl]methyleneamine N1=C(C=CC=C1)C1=C(C=CC=C1)N=C